[Si](C)(C)(C(C)(C)C)O[C@H]1C[C@H](N(C1)C(=O)OC(C)(C)C)C(N(C)C1=CC(=C(C=C1)F)F)=O (2S,4S)-tert-butyl 4-((tert-butyldimethylsilyl)oxy)-2-((3,4-difluoro-phenyl)(methyl)carbamoyl)pyrrolidine-1-carboxylate